FC=1C=C2C(=CNC2=CC1)CCNC 2-(5-fluoro-1H-indol-3-yl)-N-methylethan-1-amine